1-methyl-6-oxo-1,6-dihydropyridine-3-sulfonic Acid, Ammonium Salt [NH4+].CN1C=C(C=CC1=O)S(=O)(=O)[O-]